tert-butyl 4-((4-(4-chloro-7,7-dimethyl-5-oxo-5,7-dihydroindolo[1,2-a]quinazolin-8-yl)piperidin-1-yl)methyl)piperidine-1-carboxylate ClC=1C=2C(N=C3N(C2C=CC1)C1=CC=CC(=C1C3(C)C)C3CCN(CC3)CC3CCN(CC3)C(=O)OC(C)(C)C)=O